2-ethyl-2-methyl-hexanol C(C)C(CO)(CCCC)C